(4aS,7aS,12bS)-3-(cyclopropylmethyl)-4a-hydroxy-7-methylene-2,3,4,4a,5,6,7,7a-octahydro-1H-4,12-methanobenzofuro[3,2-e]isoquinolin-9-yl 3,3-dimethylbutanoate CC(CC(=O)OC1=CC=C2C3=C1O[C@@H]1[C@]34CCN(C([C@@]4(CCC1=C)O)C2)CC2CC2)(C)C